N-(3-(tert-butyl)-1-(2-((tert-butyldimethylsilyl)oxy)ethyl)-1H-pyrazol-5-yl)-6-(imidazo[1,2-a]pyridine-3-carbonyl)-4,5,6,7-tetrahydrothieno[2,3-c]pyridine-3-carboxamide C(C)(C)(C)C1=NN(C(=C1)NC(=O)C1=CSC=2CN(CCC21)C(=O)C2=CN=C1N2C=CC=C1)CCO[Si](C)(C)C(C)(C)C